C1CO1 The molecule is a saturated organic heteromonocyclic parent that is a three-membered heterocycle of two carbon atoms and one oxygen atom. It has a role as a mouse metabolite, an allergen and a mutagen. It is a saturated organic heteromonocyclic parent, an oxacycle and a gas molecular entity.